S=C[C@H](O)[C@@H](O)[C@H](O)[C@H](O)CO thio-glucose